(5e)-6,10-dimethylundec-5,9-dien-2-one C\C(=C/CCC(C)=O)\CCC=C(C)C